(tert-butoxycarbonyl)glycylglycylglycine C(C)(C)(C)OC(=O)NCC(=O)NCC(=O)NCC(=O)O